N-(6-fluorobenzothiazol-2-yl)-2-chloroacetamide FC1=CC2=C(N=C(S2)NC(CCl)=O)C=C1